N-(4-(5-(3-acetamidophenyl)-2-(2-aminopyridin-3-yl)-3H-imidazo[4,5-b]pyridin-3-yl)benzyl)-2-(4-formyl-3-hydroxyphenyl)acetamide C(C)(=O)NC=1C=C(C=CC1)C1=CC=C2C(=N1)N(C(=N2)C=2C(=NC=CC2)N)C2=CC=C(CNC(CC1=CC(=C(C=C1)C=O)O)=O)C=C2